4'-(4-Bromophenyl)-2,2':6',2''-terpyridine BrC1=CC=C(C=C1)C1=CC(=NC(=C1)C1=NC=CC=C1)C1=NC=CC=C1